Cl.NC[C@@H]1CN(CC1)CC1=C(OCCO)C=CC(=C1)Cl (R)-2-(2-((3-(aminomethyl)pyrrolidin-1-yl)methyl)-4-chlorophenoxy)ethan-1-ol hydrochloride